COC=1C(C=C(C(C1)=O)OC)=O 2,5-dimethoxy-p-benzoquinone